C(C1=CC=CC=C1)N1C(CCC1CO[Si](C1=CC=CC=C1)(C1=CC=CC=C1)C(C)(C)C)CO (1-Benzyl-5-(((tert-butyldiphenylsilyl)oxy)methyl)pyrrolidin-2-yl)methanol